2-[1-(methoxymethyl)-2,2-dimethyl-3-bicyclo[3.1.0]hex-yl]acetaldehyde COCC12C(C(CC2C1)CC=O)(C)C